Methyl ((2,3,4,5-tetrahydrobenzo[b]oxepin-5-yl)methyl)carbamate O1C2=C(C(CCC1)CNC(OC)=O)C=CC=C2